5-[4-carbamoyl-2-{(cyclopropylmethyl)(1-(tetrahydro-2H-pyran-2-yl)-1H-pyrazol-4-yl)amino}thiazol-5-yl]-1H-pyrrole C(N)(=O)C=1N=C(SC1C1=CC=CN1)N(C=1C=NN(C1)C1OCCCC1)CC1CC1